C(C)(=O)N1CCN(CC1)C=1C=NC=2C=CC(=C(C2N1)C#N)NC1=CC(=C(C=C1)OCC1=CC=C(C=C1)OC)OC 3-(4-acetylpiperazin-1-yl)-6-((3-methoxy-4-((4-methoxybenzyl)oxy)phenyl)amino)quinoxaline-5-carbonitrile